FC(C(C(C(F)(F)F)(F)F)(F)F)(S(=O)(=O)[O-])F.[IH2+] iodonium perfluorobutylsulfonate